C(C)(C)(C)OC(NC1=C(C=C(C=C1)C1=CC=C(C=C1)F)NC(C1=CC=C(C=C1)S(=O)(=N)C=1N=C(N(C1)COCC[Si](C)(C)C)OC)=O)=O.C(CCCCCCCCCCCCCCCCC)[Si](OCC)(OCC)OCC n-octadecyltriethoxyl-silane tert-butyl-N-[4-(4-fluorophenyl)-2-[[4-[[2-methoxy-1-(2-trimethylsilylethoxymethyl)imidazol-4-yl]sulfonimidoyl]benzoyl]amino]phenyl]carbamate